BrC=1C(=C(C(=O)OC(C)(C)C)C(=CC1)COCC1=NC=C(C=C1)F)O tert-butyl 3-bromo-6-(((5-fluoro-2-pyridyl)methoxy)methyl)-2-hydroxybenzoate